NC=1C=2N(C3=CC(=C(C=C3N1)F)C(=O)N([C@@H]1COC3=C1C=CC(=C3)C(F)(F)F)C([2H])([2H])[2H])C=NC2 (S)-4-amino-7-fluoro-N-(methyl-d3)-N-(6-(trifluoromethyl)-2,3-dihydrobenzofuran-3-yl)imidazo[1,5-a]quinoxaline-8-carboxamide